N-[4-cyano-3-(trifluoromethyl)phenyl]-N-{4-[2-(2,6-dichlorophenyl)acetamido]pyridin-2-yl}acetamide C(#N)C1=C(C=C(C=C1)N(C(C)=O)C1=NC=CC(=C1)NC(CC1=C(C=CC=C1Cl)Cl)=O)C(F)(F)F